2-(4-(3-(2,2-difluoroethyl)-2-(8-methoxy-[1,2,4]triazolo[1,5-a]pyridin-6-yl)-1H-indol-5-yl)piperidin-1-yl)-N-methylacetamide FC(CC1=C(NC2=CC=C(C=C12)C1CCN(CC1)CC(=O)NC)C=1C=C(C=2N(C1)N=CN2)OC)F